4'-{4-[4-(5-phenyl-1,3,4-oxadiazole-2-yl)phenyl]phenyl}-2,2':6',2''-terpyridine C1(=CC=CC=C1)C1=NN=C(O1)C1=CC=C(C=C1)C1=CC=C(C=C1)C1=CC(=NC(=C1)C1=NC=CC=C1)C1=NC=CC=C1